C(C)(=O)C1=NN(C2=CC=C(C=C12)C=1C=NN(C1)C1CC1)CC(=O)OC(C)(C)C tert-Butyl 2-(3-acetyl-5-(1-cyclopropyl-1H-pyrazol-4-yl)-1H-indazol-1-yl)acetate